N1(CCOCC1)C1=C(C=CC=C1)N1S(C2=C(C1)C(=CC=C2)F)(=O)=O N-(2-morpholinylphenyl)-4-fluorobenzo[d]isothiazole-1,1-dioxide